4-Chloro-2-(2-methylnaphtho[1,2-b]thiophen-4-yl)pyridine ClC1=CC(=NC=C1)C1=CC2=CC=CC=C2C=2SC(=CC21)C